CC1=CC(=CC=C1)C(=O)NCC(=O)O The molecule is an N-acylglycine that is the 3-methyl derivative of hippuric acid. It has a role as a metabolite. It derives from a N-benzoylglycine.